N-vinylmethylleucine C(=C)CN[C@@H](CC(C)C)C(=O)O